N-[(1R,4R)-4-{2-oxa-6-azaspiro[3.3]heptan-6-yl}cyclohexyl]-1-(2,2,2-trifluoroethyl)-1H-indol-4-amine C1OCC12CN(C2)C2CCC(CC2)NC=2C=1C=CN(C1C=CC2)CC(F)(F)F